BrC1=CC(=C(C(=C1)F)CC(=O)N)F (4-bromo-2,6-difluorophenyl)acetamide